1-(2-phenylthiazol-4-yl)ethanol C1(=CC=CC=C1)C=1SC=C(N1)C(C)O